C12C(CCC(C1(C)C)C2)CN 10-Pinanamin